(R)-(2-iodo-1-(2-iodoethoxy)ethoxy)cyclopropane IC[C@@H](OC1CC1)OCCI